copper-tin-indium [In].[Sn].[Cu]